OC=1C=C(C=CC1O)/C=C/C(C)=O (E)-4-(3,4-dihydroxyphenyl)but-3-en-2-one